(1r,3r,5s)-3-(5-chloro-1H-indazol-7-yl)bicyclo[3.1.0]hexan-3-ol ClC=1C=C2C=NNC2=C(C1)C1(C[C@H]2C[C@H]2C1)O